CC=1C(C2=CC=CC(=C2C(C1C)=O)O)=O 2,3-dimethyl-5-hydroxy-1,4-naphthoquinone